1-[(2R,3S,4R,5R)-4-[(tert-butyldimethylsilyl)oxy]-3-fluoro-5-(hydroxymethyl)oxolan-2-yl]-3H-pyrimidine-2,4-dione (E)-Methyl-4-(3-(2-hydroxyphenyl)-3-oxoprop-1-en-1-yl)benzoate COC(C1=CC=C(C=C1)\C=C\C(=O)C1=C(C=CC=C1)O)=O.[Si](C)(C)(C(C)(C)C)O[C@H]1[C@@H]([C@@H](O[C@@H]1CO)N1C(NC(C=C1)=O)=O)F